(S)-2-(4-oxopyrrolo[1,2-d][1,2,4]triazin-3(4H)yl)-N-(1,2,3,4-tetrahydronaphthalen-1-yl)acetamide O=C1N(N=CC=2N1C=CC2)CC(=O)N[C@H]2CCCC1=CC=CC=C21